(R)-4-(3-aminopyrrolidin-1-yl)-6-(1-methyl-1H-pyrazol-4-yl)pyrazolo[1,5-a]Pyridine-3-carbonitrile hydrochloride Cl.N[C@H]1CN(CC1)C=1C=2N(C=C(C1)C=1C=NN(C1)C)N=CC2C#N